FC(C(=O)O)(F)F.FC1([C@@H](C1)NC(=O)C1=CN=C2N1N=C(C=C2NC)N2CCC1=C(C=CC=C21)C2=NC=C(C=C2)C=O)F (R)-N-(2,2-difluorocyclopropyl)-6-(4-(5-formylpyridin-2-yl)indolin-1-yl)-8-(methylamino)imidazo[1,2-b]pyridazine-3-carboxamide trifluoroacetate